FC(C=1SC=2CN(CCCC2N1)C(=O)OC(C)(C)C)(F)F tert-butyl 2-(trifluoromethyl)-4,6,7,8-tetrahydrothiazolo[5,4-c]azepine-5-carboxylate